CC1=C(CC2CC3(CN(C3)C(=O)C3CC(C3)(C)O)C2)C=CC=C1C (6-(2,3-dimethylbenzyl)-2-azaspiro[3.3]hept-2-yl)((1s,3s)-3-hydroxy-3-methylcyclobutyl)methanone